CN(CC(=O)N(C)C1CCC(CC1)C1=NNC(=C1C(C)C)C=1C=C(C=2N(C1)N=CN2)C)C 2-(dimethylamino)-N-(4-(4-isopropyl-5-(8-methyl-[1,2,4]triazolo[1,5-a]pyridin-6-yl)-1H-pyrazol-3-yl)cyclohexyl)-N-methylacetamide